C(C)(=O)OCCOCCOCCCC [2-(2-butoxyethoxy)-ethyl] acetate